The molecule is an epoxide that is oxirane substituted by a phenyl group at position 3 and a 4-nitrophenyl group at position 2 (the trans-isomer). It is an epoxide and a C-nitro compound. C1=CC=C(C=C1)[C@H]2[C@@H](O2)C3=CC=C(C=C3)[N+](=O)[O-]